C1(CC1)C1=NN(C=N1)C1CC2(CN(C2)C(=O)N2CC3(C2)CC(C3)OC3=C(C#N)C=C(C=C3)OC(F)(F)F)C1 [2-[6-(3-cyclopropyl-1,2,4-triazol-1-yl)-2-azaspiro[3.3]heptane-2-carbonyl]-2-azaspiro[3.3]heptan-6-yloxy]-5-(trifluoromethoxy)benzonitrile